4,4-(1,3-adamantanediyl)diphenol C1C2CC3(CC1CC(C2)(C3)C4=CC=C(C=C4)O)C5=CC=C(C=C5)O